ClC1=CC(=C2C(=N1)SC=N2)SC(F)(F)F 5-chloro-7-(trifluoromethylthio)-1,3-thiazolo[5,4-b]pyridine